5-methylene-5,6,9,10-tetrahydro-4H-isoxazolo[3,4-c]pyrido[4',3':3,4]-pyrazolo[1,5-a]azepine C=C1CC=2C(C=3N(C1)N=C1C3C=NCC1)=NOC2